bromofluorophosphoric acid (2-(2-methoxyethoxy) ethyl) ester COCCOCCOP(=O)(F)Br